ClC1=C(C=CC=C1Cl)C=1C=2N(C(=NC1)N1CCC(CC1)(N)C)C=NN2 1-(8-(2,3-dichlorophenyl)-[1,2,4]triazolo[4,3-c]pyrimidin-5-yl)-4-methylpiperidin-4-amine